7-(3-((cyclopropylmethyl)amino)-7,8-dihydro-1,6-naphthyridin-6(5H)-yl)-8-methyl-4H-pyrimido[1,2-b]pyridazin-4-one C1(CC1)CNC=1C=NC=2CCN(CC2C1)C=1C(=CC=2N(N1)C(C=CN2)=O)C